thiazolidine-2,4-dione hydrochloride Cl.S1C(NC(C1)=O)=O